1-bromo-10-heptyl-8,8-dimethyl-7,9,11-trioxa-8-silaoctadecane BrCCCCCCO[Si](OC(OCCCCCCC)CCCCCCC)(C)C